(S)-N-(1-(3-hydroxyphenyl)ethyl)-4-methyl-2-(4-(trifluoromethyl)phenyl)quinoline-7-carboxamide OC=1C=C(C=CC1)[C@H](C)NC(=O)C1=CC=C2C(=CC(=NC2=C1)C1=CC=C(C=C1)C(F)(F)F)C